diglycerol palmitate sebacate C(CCCCCCCCC(=O)O)(=O)O.C(CCCCCCCCCCCCCCC)(=O)O.OCC(O)CO.OCC(O)CO